4-(phenylsulfonyl)Benzonitrile C1(=CC=CC=C1)S(=O)(=O)C1=CC=C(C#N)C=C1